5alpha-Campestane CC(C)[C@H](C)CC[C@@H](C)[C@H]1CC[C@H]2[C@@H]3CC[C@H]4CCCC[C@]4(C)[C@H]3CC[C@]12C